(S)-2-((1-methyl-1H-pyrazol-4-yl)amino)-4-((2-phenylpropyl)amino)pyrimidin-5-carboxamide CN1N=CC(=C1)NC1=NC=C(C(=N1)NC[C@@H](C)C1=CC=CC=C1)C(=O)N